3-fluoro-N-methylaniline FC=1C=C(NC)C=CC1